4-(5-(4-isobutylphenyl)thiazol-2-yl)benzaldehyde C(C(C)C)C1=CC=C(C=C1)C1=CN=C(S1)C1=CC=C(C=O)C=C1